copper aluminum [Al].[Cu]